N,N,6-trimethyl-4-[3-(trifluoromethyl)-7,8-dihydro-5H-1,6-naphthyridin-6-yl]quinazolin-2-amine CN(C1=NC2=CC=C(C=C2C(=N1)N1CC=2C=C(C=NC2CC1)C(F)(F)F)C)C